methyl-dihydrogenphosphat COP(=O)(O)O